ClC=1C=C(C=CC1F)[C@@H](NC(=O)N1[C@@H](C(NCC1)=O)C)C1CCC2(CC2(F)F)CC1 (2R)-N-((S)-(3-chloro-4-fluorophenyl)(cis-1,1-difluorospiro[2.5]octane-6-yl)methyl)-2-methyl-3-oxopiperazine-1-carboxamide